BrC1=CC(N(C=C1I)CCSC)=O 4-bromo-5-iodo-1-(2-(methylthio)ethyl)pyridin-2(1H)-one